aminopropyl-triethoxyvinylsilane NCCC[SiH2]C(=C(OCC)OCC)OCC